1-ethylhexyl-4-dimethylaminobenzoate C(C)C(CCCCC)OC(C1=CC=C(C=C1)N(C)C)=O